C(CCCCCCCCCCC)[N+](CCCS(=O)(=O)[O-])(C)C 3-(Dodecyldimethylammonio)-propane-sulfonate